butyl-triethylammonium bromide [Br-].C(CCC)[N+](CC)(CC)CC